7-(2-(methylamino)2,3-dihydro-1H-inden-5-yl)imidazo[2,1-f][1,2,4]Triazin-4(3H)-one CNC1CC2=CC=C(C=C2C1)C1=CN=C2C(NC=NN21)=O